(2R,3S,4R,5R)-2-(Acetoxymethyl)-5-(2-amino-6-chloro-7-(cyclopropylmethyl)-8-oxo-7,8-dihydro-9H-purin-9-yl)tetrahydrofuran-3,4-diyl diacetate C(C)(=O)O[C@H]1[C@H](O[C@H]([C@@H]1OC(C)=O)N1C2=NC(=NC(=C2N(C1=O)CC1CC1)Cl)N)COC(C)=O